COC(=O)C=1C(=CC=CC1)C1=C(C=CC(=C1)OCC1=NC=CC=C1C)OC 2'-methoxy-5'-((3-methylpyridin-2-yl)methoxy)-[1,1'-biphenyl]-2-carboxylic acid methyl ester